5-Chloropyrazolo[1,5-a]pyridin-2-amine ClC1=CC=2N(C=C1)N=C(C2)N